NC1=C(C=O)C=C(C=C1)Br 2-AMINO-5-BROMOBENZALDEHYDE